2-(6-bromopyridin-2-yl)ethanimidamide hydrochloride Cl.BrC1=CC=CC(=N1)CC(N)=N